5-[4-(cyanomethoxy)-2,3-difluoro-phenyl]-1-methyl-N-[3-methyl-4-[4-(morpholine-4-carbonyl)piperidine-1-carbonyl]phenyl]imidazole-2-carboxamide C(#N)COC1=C(C(=C(C=C1)C1=CN=C(N1C)C(=O)NC1=CC(=C(C=C1)C(=O)N1CCC(CC1)C(=O)N1CCOCC1)C)F)F